Cl.N[C@@H](CC1=CNC2=CC=CC=C12)C(=O)OCC(F)(F)F 2,2,2-trifluoroethyl L-tryptophanate hydrochloride